NC1=CC=C(C=C1)S(=O)(=O)NC(NC1=C2CCCC2=CC=2CCCC12)=O 4-Amino-N-((1,2,3,5,6,7-hexahydro-s-indacen-4-yl)carbamoyl)benzenesulfonamide